1-(2-((4-chloro-5-fluoro-2-(2-methoxy-7-methylquinoxalin-5-yl)benzo[d]thiazol-6-yl)oxy)ethyl)-3-(pyridin-3-yl)urea ClC1=C(C(=CC2=C1N=C(S2)C2=C1N=CC(=NC1=CC(=C2)C)OC)OCCNC(=O)NC=2C=NC=CC2)F